7-[6-({6,6-difluoro-8-azabicyclo[3.2.1]octan-3-yl}oxy)pyridazin-3-yl]-4-(3-fluoropyrazol-1-yl)-1,3-benzothiazole FC1(C2CC(CC(C1)N2)OC2=CC=C(N=N2)C2=CC=C(C=1N=CSC12)N1N=C(C=C1)F)F